N[C@](C(=O)O)(CCCCB(O)O)CCN(CCO)CC (R)-2-amino-6-borono-2-(2-(ethyl(2-hydroxyethyl)amino)ethyl)hexanoic acid